bis(6,6-dimethoxyhexyl)magnesium COC(CCCCC[Mg]CCCCCC(OC)OC)OC